N-[4-(trifluoromethyl)phenyl]-2-hydroxybenzoamide FC(C1=CC=C(C=C1)NC(C1=C(C=CC=C1)O)=O)(F)F